NC1=NC(=C(C=2N1C(N(N2)CC2=NC=C(C=C2)C)=O)C2=CC(=NC(=C2)OC)CO)C2=CC=C(C=C2)F 5-amino-7-(4-fluorophenyl)-8-[2-(hydroxymethyl)-6-methoxy-4-pyridinyl]-2-[(5-methyl-2-pyridinyl)methyl]-[1,2,4]triazolo[4,3-c]pyrimidin-3-one